N-(6-amino-5-(2,3,5-trichlorophenyl)pyridin-2-yl)acetamide methyl-2-[4-(4-hydroxyphenyl)anilino]-2-methyl-propanoate COC(C(C)(C)NC1=CC=C(C=C1)C1=CC=C(C=C1)O)=O.NC1=C(C=CC(=N1)NC(C)=O)C1=C(C(=CC(=C1)Cl)Cl)Cl